ClC1=C(C(=O)NC2(CCN(CC2)C2=NC=C(N=C2)C=2C=3N(C=C(C2)OC[C@@H]2CNCCO2)N=CC3C#N)C)C(=CC=C1)C (S)-2-chloro-N-(1-(5-(3-cyano-6-(morpholin-2-ylmethoxy)pyrazolo[1,5-a]pyridin-4-yl)pyrazin-2-yl)-4-methylpiperidin-4-yl)-6-methylbenzamide